5-(1-isopropyl-1H-indol-5-yl)-3-(2-(trifluoro-methoxy)phenyl)-1,2,4-oxadiazole C(C)(C)N1C=CC2=CC(=CC=C12)C1=NC(=NO1)C1=C(C=CC=C1)OC(F)(F)F